(R)-3-((3,5-difluoro-4-((6S,8R)-8-methyl-2-oxo-7-(2,2,2-trifluoroethyl)-2,3,6,7,8,9-hexahydrooxazolo[5,4-f]isoquinolin-6-yl)phenoxy)pyrrolidin-1-yl)-N,N-dimethylbut-2-enamide FC=1C=C(O[C@H]2N(CCC2)C(=CC(=O)N(C)C)C)C=C(C1[C@H]1N([C@@H](CC2=C3C(=CC=C12)NC(O3)=O)C)CC(F)(F)F)F